tert-butyl N-[2-[[(2S,3R,4R,5R,6S)-4,5-dihydroxy-2-methyl-6-(5H-pyrrolo[3,2-d]pyrimidin-4-ylamino)tetrahydropyran-3-yl]amino]-2-oxo-ethyl]-N-methyl-carbamate O[C@@H]1[C@H]([C@@H](O[C@@H]([C@@H]1O)NC=1C2=C(N=CN1)C=CN2)C)NC(CN(C(OC(C)(C)C)=O)C)=O